COC=1C=C2CN(CC2=CC1)C(CS(=O)(=O)C=1SC=CN1)=O 1-(5-methoxy-1,3-dihydro-2H-isoindol-2-yl)-2-(1,3-thiazol-2-ylsulfonyl)ethanone